2-bromo-6-(difluoromethyl)benzonitrile BrC1=C(C#N)C(=CC=C1)C(F)F